C(C)(C)(C)C=1OC(=CN1)C(=O)NCC1=NC(=NO1)C=1N(C2=CC=CC(=C2C1)N[C@H]1[C@H](CN(CC1)C)F)CC(F)(F)F 2-tert-butyl-N-{[3-(4-{[(3S,4R)-3-fluoro-1-methylpiperidin-4-yl]amino}-1-(2,2,2-trifluoroethyl)-1H-indol-2-yl)-1,2,4-oxadiazol-5-yl]methyl}-1,3-oxazole-5-carboxamide